NC1=C(C(=NN1[C@H](C(F)(F)F)C)C1=CC=C(C=C1)CNC(OCC1=CC=CC=C1)=O)C#N benzyl N-[[4-[5-amino-4-cyano-1-[(1S)-2,2,2-tri-fluoro-1-methyl-ethyl]pyrazol-3-yl]phenyl]methyl]carbamate